ClC=1N=NC(=CC1C)C1=CC(=CC=C1)F chloro-6-(3-fluorophenyl)-4-methylpyridazine